1-(tert-butyl) 4-methyl 4-methoxypiperidine-1,4-dicarboxylate COC1(CCN(CC1)C(=O)OC(C)(C)C)C(=O)OC